3-((7-(2-((4-amino-4-methylcyclohexenyl)methyl)-5-chloro-3-methylphenyl)thieno[3,2-b]pyridin-2-yl)methyl)-6,6-dimethyl-3-azabicyclo[3.1.0]hexane-2,4-dione trifluoroacetate FC(C(=O)O)(F)F.NC1(CC=C(CC1)CC1=C(C=C(C=C1C)Cl)C1=C2C(=NC=C1)C=C(S2)CN2C(C1C(C1C2=O)(C)C)=O)C